CN(S(=O)(=O)C=1C=C(C=CC1)NC(=O)C1=CN=C2N(C1=O)CCS2)C2=CC=CC=C2 N-(3-(N-methyl-N-phenylsulfamoyl)phenyl)-5-oxo-2,3-dihydro-5H-thiazolo[3,2-a]pyrimidine-6-carboxamide